N1C=CN=C2C1=CC=N2 PYRrOLOPYRAZIN